diphenyl-(2-furyl)sulfonium methyl-(2E)-4-[[(2S)-1-[6-oxo-5-(trifluoromethyl)-1-[[2-(trimethylsilyl)ethoxy]methyl]-1,6-dihydropyridazin-4-yl]pyrrolidin-2-yl]methoxy]but-2-enoate COC(\C=C\COC[C@H]1N(CCC1)C=1C=NN(C(C1C(F)(F)F)=O)COCC[Si](C)(C)C)=O.C1(=CC=CC=C1)[S+](C=1OC=CC1)C1=CC=CC=C1